N-(1-(2,4-bis(trifluoromethyl)phenyl)-5-methyl-1H-pyrazol-4-yl)-5-(pyridin-2-yl)isoxazole-3-carboxamide FC(C1=C(C=CC(=C1)C(F)(F)F)N1N=CC(=C1C)NC(=O)C1=NOC(=C1)C1=NC=CC=C1)(F)F